CS(=O)(=O)C1=CC=C(C=C1)S(=O)(=O)N[C@@H](CO)C(=O)O p-methylsulfonylbenzenesulfonyl-serine